2-(6-(((1S,2S,3R,5R)-2-fluoro-8-methyl-8-azabicyclo[3.2.1]octan-3-yl)oxy)pyridazin-3-yl)-5-(4-methyl-2H-1,2,3-triazol-2-yl)phenol F[C@H]1[C@@H]2CC[C@H](C[C@H]1OC1=CC=C(N=N1)C1=C(C=C(C=C1)N1N=CC(=N1)C)O)N2C